1,2,4-triazolide N1N=[C-]N=C1